C(#N)C(NC(=O)[C@@H]1[C@H]2C([C@H]2CN1C([C@H](C(C)(C)C)NC(C(F)(F)F)=O)=O)(C)C)C1=CN=CC2=CC=CC(=C12)C1CC1 (1R,2S,5S)-N-[cyano-(5-cyclopropyl-4-isoquinolyl)methyl]-3-[(2S)-3,3-dimethyl-2-[(2,2,2-trifluoroacetyl)amino]butanoyl]-6,6-dimethyl-3-azabicyclo[3.1.0]hexane-2-carboxamide